C1CCC12CN(CC2)CCNC(=O)O[C@H]2[C@H](N(C[C@@H]2OC(=O)OC(C)(C)C)C(=O)OC(C)(C)C)CC2=CC=C(C=C2)OC tert-butyl (2R,3S,4S)-3-{[(2-{6-azaspiro[3.4]octan-6-yl}ethyl)carbamoyl]oxy}-4-[(tert-butoxycarbonyl)oxy]-2-[(4-methoxyphenyl)methyl]pyrrolidine-1-carboxylate